C(C1=CC=CC=C1)OC1=C(C(=CC(=C1)OCC1=CC=CC=C1)O)C(C)=O 1-(2,4-bis(benzyloxy)-6-hydroxyphenyl)ethan-1-one